Cl.N1=CC(=CC=C1)C1=NC2=CC=C(C=C2C(N1)=O)OCCCC1=CC=NC=C1 2-pyridin-3-yl-6-(3-pyridin-4-yl-propoxy)-3H-quinazolin-4-one hydrochloride